2,3-diisopropyl-2,3-dicyano-succinic acid C(C)(C)C(C(=O)O)(C(C(=O)O)(C#N)C(C)C)C#N